P(=O)(OC)(OC[C@@H](CCCCCCCCCCCCCCCCCCC)OCC1=CC(=CC(=C1)C#N)Cl)OC1=C(C=CC=C1)Cl methyl ((R)-2-((3-chloro-5-cyanobenzyl)oxy)henicosyl) (2-chlorophenyl) phosphate